N-(4-fluoro-5-(((2S,4R)-4-((6-(methoxy-d)pyrimidin-4-yl)oxy)-2-methylpyrrolidin-1-yl)methyl)thiazol-2-yl)acetamide FC=1N=C(SC1CN1[C@H](C[C@H](C1)OC1=NC=NC(=C1)OC[2H])C)NC(C)=O